CC1=CC=C(C=C1)S(=O)(=O)OCCCOC1=C(C=C(C=C1)CCN(C(=NC(=O)OC(C)(C)C)N1CN(C(N(C1)C)=O)C)C(=O)OC(C)(C)C)I 3-(4-(2-(N,N'-Bis(tert-butoxycarbonyl)-3,5-dimethyl-4-oxo-1,3,5-triazinane-1-carboximidamido)ethyl)-2-iodophenoxy)propyl 4-methylbenzenesulfonate